2-ethylpropan-1,2,3-triol C(C)C(CO)(CO)O